N[C@@H]1CN(CC1)C1=C(C=NC=C1C1=CC(=CC=C1)C#N)C(=O)NC1(CCC1)C 4-[(3S)-3-aminopyrrolidin-1-yl]-5-(3-cyanophenyl)-N-(1-methylcyclobutyl)pyridine-3-carboxamide